O=C(CCOC[C@H](C)NC1=C(C(NN=C1)=O)C(F)(F)F)N1CCC(=CC1)C1=NC=C(C=N1)C(F)(F)F (S)-5-((1-(3-Oxo-3-(4-(5-(trifluoromethyl)pyrimidin-2-yl)-3,6-dihydropyridin-1(2H)-yl)propoxy)propan-2-yl)amino)-4-(trifluoromethyl)pyridazin-3(2H)-one